benzyl 3'-chloro-7',8'-dihydro-5'H-spiro[piperidine-4,6'-pyrazino[2,3-c]pyridazine]-1-carboxylate ClC1=CC2=C(N=N1)NCC1(N2)CCN(CC1)C(=O)OCC1=CC=CC=C1